1-(2-chlorophenyl)-7-cyclopropyl-4-((2-(difluoromethoxy)pyridin-4-yl)amino)-quinazolin-2(1H)-one ClC1=C(C=CC=C1)N1C(N=C(C2=CC=C(C=C12)C1CC1)NC1=CC(=NC=C1)OC(F)F)=O